FC(C1=CC=C(C=C1)C1=CC=C(C=C1)C(CC(=O)O)C#CC)(F)F 3-(4'-(trifluoromethyl)-[1,1'-biphenyl]-4-yl)hex-4-ynoic acid